CC12OCCC1C1(CCCC(C1CC2)(C)C)C dodecahydro-3a,6,6,9a-tetramethylnaphtho[2,1-b]furan